OC1=CC=CC2=C1C(=CS2)CCNCCC2=CC=CC=C2 4-hydroxy-3-(2-benzylmethylaminoethyl)benzothiophene